methyl 5-bromo-3-[(dimethylamino)methyl]pyridine-2-carboxylate BrC=1C=C(C(=NC1)C(=O)OC)CN(C)C